N1CC(C1)C1=NN(C2=NC=CC(=C21)C=2C=NN(C2)CCO)C2=CC=C(C=C2)OC(F)(F)F 2-(4-(3-(azetidin-3-yl)-1-(4-(trifluoromethoxy)phenyl)-1H-pyrazolo[3,4-b]pyridin-4-yl)-1H-pyrazol-1-yl)ethanol